ClC=1C=NC=C(C1C1(CC1)C(=O)N[C@H](C(=O)O)CCN(CCCCC1=NC=2NCCCC2C=C1)C[C@@H](CF)OC)F (S)-2-(1-(3-chloro-5-fluoropyridin-4-yl)cyclopropane-1-carboxamido)-4-(((S)-3-fluoro-2-methoxypropyl)(4-(5,6,7,8-tetrahydro-1,8-naphthyridin-2-yl)butyl)amino)butanoic acid